C(CC)OC([C@H](C)OC(CC)(C)C)=O.BrC=1C=C(C=C(C1C)OCOC)S(=O)(=O)N1CCC(CC1)C1=CC=CC=C1 1-[3-Bromo-5-(methoxymethoxy)-4-methyl-phenyl]sulfonyl-4-phenyl-piperidine propyl-(S)-2-(1,1-dimethylpropoxy)propanoate